N-((4-Fluoro-2,6-diisopropylphenyl)carbamoyl)-piperazin-1-sulfonamid FC1=CC(=C(C(=C1)C(C)C)NC(=O)NS(=O)(=O)N1CCNCC1)C(C)C